3-[(3R)-4,4-difluorotetrahydrofuran-3-yl]-1-[(1R)-1-(3-fluoro-4-pyridyl)ethyl]-1-methyl-urea FC1([C@@H](COC1)NC(N(C)[C@H](C)C1=C(C=NC=C1)F)=O)F